ClC1=C(C=CC=C1)C1CC2(C1)NC(N(C2=O)C=2N=NC=CC2)=O 2-(2-chlorophenyl)-7-(pyridazin-3-yl)-5,7-diazaspiro[3.4]octane-6,8-dione